(R)-N-(4-cyclobutyl-3-(3,3-difluorocyclobutyl)-1-methyl-1H-pyrazol-5-yl)-2-(1-(trifluoromethyl)cyclopropyl)propanamide C1(CCC1)C=1C(=NN(C1NC([C@H](C)C1(CC1)C(F)(F)F)=O)C)C1CC(C1)(F)F